C(C)(C)(C)C1=C(C=CC(=C1C(C)(C)C)C1=CC=CC=C1)O 2,3-di-tert-butyl-4-phenylphenol